tert-butyl N-[[(1R,2S,5S)-3-[(2S,3S)-2-amino-3-methyl-pentanoyl]-6,6-dimethyl-3-azabicyclo[3.1.0]hexane-2-carbonyl]amino]-N-[rac-(5,5-dimethyl-2-oxo-pyrrolidin-3-yl)methyl]carbamate N[C@H](C(=O)N1[C@@H]([C@H]2C([C@H]2C1)(C)C)C(=O)NN(C(OC(C)(C)C)=O)C[C@@H]1C(NC(C1)(C)C)=O)[C@H](CC)C |&1:24|